methyl 8-{[5-(oxan-2-yloxy)pentyl]amino}octadecenoate O1C(CCCC1)OCCCCCNC(CCCCC=CC(=O)OC)CCCCCCCCCC